1-phenyl-4-(4-quinolyl)-3-trifluoromethyl-1H-pyrazole-5-carbonitrile C1(=CC=CC=C1)N1N=C(C(=C1C#N)C1=CC=NC2=CC=CC=C12)C(F)(F)F